methyl 1-amino-4-chloropyrrole-2-carboxylate NN1C(=CC(=C1)Cl)C(=O)OC